N-(1-methyl-4-piperidyl)-6-[3-(4-mesyl-2-anisidino)-1-propynyl]-2-(2,2,2-trifluoroethyl)-2H-indazole-4-carboxamide CN1CCC(CC1)NC(=O)C=1C2=CN(N=C2C=C(C1)C#CCNC=1C(OC)=CC=C(C1)S(=O)(=O)C)CC(F)(F)F